ClC1=CNC2=C(C=CC=C12)NS(=O)(=O)C=1C=C(C(=O)NCCOCCOCCOCCNC2=C3C(N(C(C3=CC=C2)=O)C2C(NC(CC2)=O)=O)=O)C=CC1 3-(N-(3-chloro-1H-indol-7-yl)sulfamoyl)-N-(2-(2-(2-(2-((2-(2,6-dioxopiperidin-3-yl)-1,3-dioxoisoindolin-4-yl)amino)ethoxy)ethoxy)ethoxy)ethyl)benzamide